(2S,4r)-1-[(2S)-2-(4-cyclopropyl-triazol-1-yl)-3,3-dimethyl-butyryl]-N-[1-(2-fluoro-5-methyl-phenyl)-2-oxo-3-piperidinyl]-4-hydroxy-pyrrolidine-2-carboxamide C1(CC1)C=1N=NN(C1)[C@H](C(=O)N1[C@@H](C[C@H](C1)O)C(=O)NC1C(N(CCC1)C1=C(C=CC(=C1)C)F)=O)C(C)(C)C